ClC1=CC(=NC=C1Cl)CNC(C)=O N-[(4,5-dichloropyridin-2-yl)-methyl]acetamid